4-chlorobenzyl (4-((4,4-difluoropiperidine-1-carboxamido)meth-yl)phenyl)carbamate FC1(CCN(CC1)C(=O)NCC1=CC=C(C=C1)NC(OCC1=CC=C(C=C1)Cl)=O)F